COC([C@@H]([C@H]([C@H]1NCCC1)OC)C)=O (2R,3R)-3-methoxy-2-methyl-3-((S)-pyrrolidin-2-yl)propionic acid methyl ester